(E)-3-(3-(8-benzyl-2-oxa-5,8-diazaspiro[3.4]octane-5-carbonyl)phenyl)-1-(4-methoxyphenyl)prop-2-en-1-one C(C1=CC=CC=C1)N1CCN(C12COC2)C(=O)C=2C=C(C=CC2)/C=C/C(=O)C2=CC=C(C=C2)OC